(6-bromopyridin-3-yl)(4-((2,2-dimethyl-1,3-dioxolan-4-yl)methoxy)phenyl)methanone BrC1=CC=C(C=N1)C(=O)C1=CC=C(C=C1)OCC1OC(OC1)(C)C